2-(4-methylpiperidin-1-yl)-5-(4,4,5,5-tetramethyl-1,3,2-dioxaborolan-2-yl)pyrimidine CC1CCN(CC1)C1=NC=C(C=N1)B1OC(C(O1)(C)C)(C)C